1,3,6-trisaminomethylhexane NCCCC(CCCCN)CN